C(C)(=O)N1CCC(CC1)C1=NN(C=C1)C1=CC=C(CN2C3=NC(=NC=C3NC2=O)C2=C(C(=CC=C2)F)C(C)C)C=C1 9-(4-(3-(1-acetylpiperidin-4-yl)-1H-pyrazol-1-yl)benzyl)-2-(3-fluoro-2-isopropylphenyl)-7,9-dihydro-8H-purin-8-one